CNC(NC=1C=C2CC[C@]3(C(N(C(O3)=O)CC(=O)N3C(CCC3)C3=[N+](C=CC=C3)[O-])=O)C2=CC1)=O 2-(1-(2-((R)-5-(3-methylureido)-2',4'-dioxo-2,3-dihydrospiro[indene-1,5'-oxazole]-3'-yl)acetyl)pyrrolidin-2-yl)pyridin-1-oxide